lithium boron oxysulfide O=S.[B].[Li]